6-((1S,2R)-2-(5-(difluoromethyl)pyrimidin-2-yl)cyclobutyl)-4-oxo-1-((S)-1-(6-(trifluoromethyl)pyridin-3-yl)ethyl)-4,5-dihydro-1H-pyrazolo[3,4-d]pyrimidine-3-carbonitrile FC(C=1C=NC(=NC1)[C@H]1[C@H](CC1)C=1NC(C2=C(N1)N(N=C2C#N)[C@@H](C)C=2C=NC(=CC2)C(F)(F)F)=O)F